C(=O)C1=CC=C(C(=O)NC=2C=C(C=CC2)C=2C(C(C=CC2)C2=CC=3N(C=C2)N=C(N3)CN(C(OC(C)(C)C)=O)C[C@H]3NC(CC3)=O)(C)C)C=C1 tert-butyl (S)-((7-(3'-(4-formylbenzamido)-2,2-dimethyl-[1,1'-biphenyl]-3-yl)-[1,2,4]triazolo[1,5-a]pyridin-2-yl)methyl)((5-oxopyrrolidin-2-yl)methyl)carbamate